C(C1=CC=CC=C1)C=1NC(=NN1)C(=O)NC1=NC=CC(=C1)C1=C(C=CC(=C1)C(NCCC(C)(C)O)=O)C 5-benzyl-N-(4-(5-((3-hydroxy-3-methylbutyl)carbamoyl)-2-methylphenyl)pyridin-2-yl)-4H-1,2,4-triazole-3-carboxamide